ClC=1C=C(C=CC1C#N)N1CN=CC2=C1CC1CCC2N1 N-(3-chloro-4-cyanophenyl)-6,7,8,9-tetrahydro-5H-5,8-epiminocyclohepta[d]pyrimidine